(R)-2-(benzofuran-3-yl)-1-((4,5-dihydro-2H,3'H-spiro[furan-3,1'-isobenzofuran]-5'-yl)methanesulfonamido)ethylboronic acid O1C=C(C2=C1C=CC=C2)C[C@H](NS(=O)(=O)CC=2C=C1COC3(C1=CC2)COCC3)B(O)O